bis[[(2,6-dinitrobenzyl)oxy]carbonyl]toluenediamine [N+](=O)([O-])C1=C(COC(=O)C2=C(C(N)(N)C(=O)OCC3=C(C=CC=C3[N+](=O)[O-])[N+](=O)[O-])C=CC=C2)C(=CC=C1)[N+](=O)[O-]